1-(5-chloro-3-fluoropyridin-2-yl)-N-[2-fluoro-3-(5-fluoro-4-methyl-6-oxo-1,6-dihydropyrimidin-2-yl)-4-(trifluoromethyl)benzyl]piperidine-4-carboxamide ClC=1C=C(C(=NC1)N1CCC(CC1)C(=O)NCC1=C(C(=C(C=C1)C(F)(F)F)C=1NC(C(=C(N1)C)F)=O)F)F